(3R,4R)-4-fluorooxan-3-amine hydrochloride Cl.F[C@H]1[C@@H](COCC1)N